ClC=1C(=C2C=NNC2=CC1C)C=1C=NN(C1C)C1CC2(CNC2)C1 4-(5-Chloro-6-methyl-1H-indazol-4-yl)-5-methyl-1-(2-azaspiro[3.3]heptan-6-yl)-1H-pyrazol